1-(2-fluoro-1-oxo-2-propen-1-yl)-2-piperazinacetonitril FC(C(=O)N1C(CNCC1)CC#N)=C